O1CCOC=C1 4-oxa-2H-pyran